BrC1=C2C3=C(NC2=C(C=C1F)C(=O)OC)CCS(C3)=O methyl 9-bromo-8-fluoro-1,3,4,5-tetrahydrothiopyrano[4,3-b]indole-6-carboxylate 2-oxide